tert-Butyl (S)-2-((S)-2-((((9H-fluoren-9-yl)methoxy)carbonyl)amino)propanamido)-6-diazo-5-oxohexanoate C1=CC=CC=2C3=CC=CC=C3C(C12)COC(=O)N[C@H](C(=O)N[C@H](C(=O)OC(C)(C)C)CCC(C=[N+]=[N-])=O)C